NC1=CC(=C(C=C1)N(CC(C)(C)NC(OC(C)(C)C)=O)C)C[S@](=O)C |r| (±)-tert-butyl 1-((4-amino-2-(methylsulfinylmethyl)phenyl)(methyl)amino)-2-methylpropan-2-ylcarbamate